NC=1C=CC(=NC1)OC1=CC=C(C=C1)CNC(OC(C)(C)C)=O tert-butyl {4-[(5-aminopyridin-2-yl)oxy]phenyl}methylcarbamate